CCCCCCCCCCCCCCCCCCCCCCCC(=O)N[C@@H](COP(=O)(O)O[C@@H]1[C@@H]([C@@H]([C@H]([C@@H]([C@H]1OC2[C@H]([C@H]([C@@H]([C@H](O2)CO)O)O)O)O)O)O)O)[C@@H](CCCCCCCCCCCCCCCCC)O The molecule is a mannosylinositol phosphorylceramide compound having a tetracosanoyl group amide-linked to a C20 sphinganine base, with no hydroxylation at C-4 of the long-chain base or on the very-long-chain fatty acid. It derives from an Ins-1-P-Cer(d20:0/24:0).